C(C=C)(=O)N1C[C@@H](N(C[C@H]1C)C1=NC(=NC2=C(C(=C(C=C12)Cl)C1=C2C(=NNC2=CC=C1C)C1CC1)F)NC(CN(C)C)=O)C N-(4-((2S,5R)-4-acryloyl-2,5-dimethylpiperazin-1-yl)-6-chloro-7-(3-cyclopropyl-5-methyl-1H-indazol-4-yl)-8-fluoroquinazolin-2-yl)-2-(dimethylamino)acetamide